di-tert-butyl ((4R)-2-(((tert-butyldiphenylsilyl)oxy)methyl)-5-(3-cyclohexyl-5-fluoro-1H-indole-2-carboxamido)pentane-1,4-diyl)dicarbamate [Si](C1=CC=CC=C1)(C1=CC=CC=C1)(C(C)(C)C)OCC(CNC(OC(C)(C)C)=O)C[C@H](CNC(=O)C=1NC2=CC=C(C=C2C1C1CCCCC1)F)NC(OC(C)(C)C)=O